C(C1=CC=CC=C1)=C(C(=O)O)CC 2-benzylidenebutanoic acid